NC1CCN(CC1)C1=C(C=NC2=CC=C(C=C12)C=1C(=C(C#N)C=CC1)O)C1=CC(=CC(=C1)F)F 3-[4-(4-amino-1-piperidyl)-3-(3,5-difluorophenyl)-6-quinolyl]-2-hydroxybenzonitrile